(Z)-N-(1-bromo-3-(((2-((2-(2,6-dioxopiperidin-3-yl)-1-oxoisoindolin-4-yl)amino)-2-oxoethyl)(methyl)carbamoyl)oxy)prop-1-en-1-yl)-N-methylpent-4-yn-1-amine oxide Br\C(=C/COC(N(C)CC(=O)NC1=C2CN(C(C2=CC=C1)=O)C1C(NC(CC1)=O)=O)=O)\[N+](CCCC#C)(C)[O-]